6-[4-(hydroxymethyl)-1-piperidinyl]pyridazine-3-carboxylic acid tert-butyl ester C(C)(C)(C)OC(=O)C=1N=NC(=CC1)N1CCC(CC1)CO